C(C)OC(=O)C1=C(C(=NS1)C1=CC=C(C=C1)N(C)C)C1CC1.NC=1C(=C(C(=O)NC2=C(C=C(C=C2C(F)(F)F)C(C(F)(F)F)(C(F)(F)F)F)I)C=CC1)F 3-amino-2-fluoro-N-(2-iodo-4-(perfluoropropan-2-yl)-6-(trifluoromethyl)phenyl)benzamide ethyl-4-cyclopropyl-3-[4-(dimethylamino)phenyl]-1,2-thiazole-5-carboxylate